FC(C1=NN(C=C1[N+](=O)[O-])C1CCC(CC1)C(=O)OCC)F ethyl 4-[3-(difluoromethyl)-4-nitro-pyrazol-1-yl]cyclohexanecarboxylate